9-[N-(6-carboxy-6-fluorohexyl)-4-(dimethylamino)butanamido]-2-fluorooctadecanoic acid Ethyl-9-[4-(dimethylamino)-N-(7-ethoxy-6-fluoro-7-oxoheptyl)butanamido]-2-fluorooctadecanoate C(C)OC(C(CCCCCCC(CCCCCCCCC)N(C(CCCN(C)C)=O)CCCCCC(C(=O)OCC)F)F)=O.C(=O)(O)C(CCCCCN(C(CCCN(C)C)=O)C(CCCCCCC(C(=O)O)F)CCCCCCCCC)F